(S)-N-(5-(5-bromo-2-phenyl-3H-imidazo[4,5-b]pyridin-3-yl)-2,3-dihydro-1H-inden-1-yl)acetamide BrC1=CC=C2C(=N1)N(C(=N2)C2=CC=CC=C2)C=2C=C1CC[C@@H](C1=CC2)NC(C)=O